5-(3-Isopropyl-5-(3-((2-(methylsulfonyl)ethyl)amino)cyclobutyl)-1H-indol-2-yl)-1,3,4-trimethylpyridin-2(1H)-on C(C)(C)C1=C(NC2=CC=C(C=C12)C1CC(C1)NCCS(=O)(=O)C)C=1C(=C(C(N(C1)C)=O)C)C